O[C@H](CC(O)C1=CC=CC=C1)CNS(=O)(=O)C1=CC=C(C=C1)NC[C@H](C)O (2S,3R)-3-hydroxy-4-((N-((R)-2-hydroxypropyl)-4-aminophenyl)sulphonamido)-1-phenylbutanol